4-(4-(1-(2,2,2-trifluoroacetyl)piperidin-4-yl)phenyl)-7-(4-(trifluoromethyl)phenyl)-2-naphthoic acid FC(C(=O)N1CCC(CC1)C1=CC=C(C=C1)C1=CC(=CC2=CC(=CC=C12)C1=CC=C(C=C1)C(F)(F)F)C(=O)O)(F)F